C(#N)C1(CCC1)C=1C=CC(=C(C(=O)[O-])C1)O 5-(1-cyanocyclobutyl)-2-hydroxybenzoate